C(C)(C)(C)OC(=O)N1C[C@@H](CC1)N(CC(F)(F)F)C (R)-3-(methyl-(2,2,2-trifluoroethyl)amino)pyrrolidine-1-carboxylic acid tert-butyl ester